1-bromo-3-(4-chlorophenyl)adamantane BrC12CC3(CC(CC(C1)C3)C2)C2=CC=C(C=C2)Cl